2,3-dihydroxy-6-methoxybenzoate OC1=C(C(=O)[O-])C(=CC=C1O)OC